4-butyl-3-(4-fluorophenyl)-5-methyl-1-phenyl-N-((tetrahydro-2H-pyran-2-yl)methyl)-4,5-dihydro-1H-pyrazole-5-carboxamide C(CCC)C1C(=NN(C1(C(=O)NCC1OCCCC1)C)C1=CC=CC=C1)C1=CC=C(C=C1)F